methyl-cyclopentadienyl-iron C[Fe]C1C=CC=C1